2-(3-(dibenzylamino)phenyl)-3-methylbutan-2-ol C(C1=CC=CC=C1)N(C=1C=C(C=CC1)C(C)(C(C)C)O)CC1=CC=CC=C1